C[Si](CCOCN1C=C(C2=CC=CC(=C12)F)B1OC(C(O1)(C)C)(C)C)(C)C 1-((2-(trimethylsilyl)ethoxy)methyl)-7-fluoro-3-(4,4,5,5-tetramethyl-1,3,2-dioxaborolan-2-yl)-1H-indole